1-(2-((1,4,5,6-tetrahydropyrimidin-2-yl)thio)ethyl)piperidine N1C(=NCCC1)SCCN1CCCCC1